tert-butyl 4-(2-bromo-6-fluorobenzoyl)azepane-1-carboxylate BrC1=C(C(=O)C2CCN(CCC2)C(=O)OC(C)(C)C)C(=CC=C1)F